C12C(CC(CC1)C(=O)O)C(=O)OC2=O cyclohexane-1,2,4-tricarboxylic acid 1,2-anhydride